NC1=NC2=CC=C(C=C2C=C1C)C(=O)N(CC=1NC=CC1)CC1=C2C(=NC=C1)NC=C2 2-amino-3-methyl-N-(1H-pyrrolo[2,3-b]pyridin-4-ylmethyl)-N-(1H-pyrrol-2-ylmethyl)-6-quinolinecarboxamide